5-[1-(2-Fluoro-6-methyl-phenyl)-piperidin-4-yl]-2-pyrrolidin-3-yl-7-(2-trifluoromethylbenzyl)-2,4,5,7-tetrahydro-pyrazolo[3,4-d]pyrimidin-6-one FC1=C(C(=CC=C1)C)N1CCC(CC1)N1C(N(C=2C(C1)=CN(N2)C2CNCC2)CC2=C(C=CC=C2)C(F)(F)F)=O